C(=C)C1=CN=CS1 5-vinyl-thiazole